OC(\C=C/C1=CC=CC=C1)C1=CC=C(C=C1)C(C1=CC=C(C=C1)C(\C=C/C1=CC=CC=C1)=O)(P1(OC2=C(C3=C1C=CC=C3)C=CC=C2)=O)P2(OC3=C(C1=C2C=CC=C1)C=CC=C3)=O (Z)-1-[4-[[4-[(Z)-1-Hydroxy-3-phenylprop-2-enyl]phenyl]-bis(6-oxobenzo[c][2,1]benzoxaphosphinin-6-yl)methyl]phenyl]-3-phenylprop-2-en-1-one